C(#N)C1CC2(C1)C[C@@H](N(CC2)CC2=C1C=CNC1=C(C=C2OC)C)C2=CC=C(C(=O)O)C=C2 4-((2R,4r,6R)-2-cyano-7-((5-methoxy-7-methyl-1H-indol-4-yl)methyl)-7-azaspiro[3.5]nonan-6-yl)benzoic acid